N-(4-((2-cyanobenzyl)oxy)-3-(1H-tetrazol-1-yl)phenyl)-1-methyl-1H-imidazole-4-carboxamide C(#N)C1=C(COC2=C(C=C(C=C2)NC(=O)C=2N=CN(C2)C)N2N=NN=C2)C=CC=C1